FC(C1CN(C1)C(=O)C1=CC(=C2CN(C(C2=C1)=O)C1=CC(=CC=C1)[C@@](C(C1=NN=CN1C)(F)F)(C)F)C(F)(F)F)F (R)-6-(3-(difluoromethyl)azetidine-1-carbonyl)-2-(3-(1,1,2-trifluoro-1-(4-methyl-4H-1,2,4-triazol-3-yl)propan-2-yl)phenyl)-4-(trifluoromethyl)isoindolin-1-one